OC1=C(C(C(C=2C(C3=CC=CC=C3C(C12)=O)=O)=O)=O)O dihydroxyanthraquinonedione